spiro[3.5]nonan-2-yl ((2-(2,6-dioxopiperidin-3-yl)-3-oxoisoindolin-5-yl)methyl)carbamate O=C1NC(CCC1N1CC2=CC=C(C=C2C1=O)CNC(OC1CC2(C1)CCCCC2)=O)=O